BrC=1C=NC(=NC1)N1S(CCC1)(=O)=O 2-(5-bromopyrimidin-2-yl)isothiazolidine 1,1-dioxide